(R)-N-((R)-1-(3-(1,1-difluoro-2-hydroxy-2-methylpropyl)-2-fluorophenyl)ethyl)-2-methylpropane-2-sulfinamide FC(C(C)(C)O)(F)C=1C(=C(C=CC1)[C@@H](C)N[S@](=O)C(C)(C)C)F